C(C)(C)C=1C=CC(=C(C1)C=1C2=C(C(N(C1)C)=O)NC=C2)OC2=CC(=CC=C2)OCCN2CCNCC2 4-[5-isopropyl-2-[3-(2-piperazin-1-ylethoxy)phenoxy]phenyl]-6-methyl-1H-pyrrolo[2,3-c]pyridin-7-one